C1(=CC=C(C=C1)C=1C=NC2(N1)CCN(CC2)C(=O)N)C 3-(p-tolyl)-1,4,8-triazaspiro[4.5]decane-1,3-diene-8-carboxamide